CC1(C2=CC=CC(C2=CC2=CC=CC=C12)=O)C 10,10-dimethyl-anthracenone